C(C1=CC=CC=C1)N1CC(C(CC1)(N)CC1=C(C=CC=C1)Br)OCC1=CC=CC=C1 1-benzyl-3-(benzyloxy)-4-(2-bromobenzyl)piperidin-4-amine